BrC=1C=C(C=CC1)C(CCCOCC(C(=O)OC)(C)C)(C)C1=CN=C(N1)C1=C(C=CC(=C1)OC=1C(=C2C=CNC2=CC1F)C=C)F Methyl 3-((4-(3-bromophenyl)-4-(2-(2-fluoro-5-((6-fluoro-4-vinyl-1H-indol-5-yl)oxy)phenyl)-1H-imidazol-5-yl)pentyl)oxy)-2,2-dimethylpropanoate